C1C(=O)C2=C(C=C(C=C2OC1(C3=CC(=C(C=C3)O)O)O)O)O The molecule is a pentahydroxyflavanone carrying the hydroxy groups at positions 2,3', 4', 5 and 7. It is a pentahydroxyflavanone and a member of 2-hydroxyflavanones.